7-((6-fluoropyridin-2-yl)oxy)-5-methyl-3-((1-((2-(trimethylsilyl)ethoxy)methyl)-1H-indazol-4-yl)methyl)-3,5-dihydro-4H-pyridazino[4,5-b]indol-4-one FC1=CC=CC(=N1)OC=1C=CC=2C3=C(N(C2C1)C)C(N(N=C3)CC3=C1C=NN(C1=CC=C3)COCC[Si](C)(C)C)=O